5-hydroxy-2-((2-methoxyphenyl)amino)-7-oxo-8-phenyl-7,8-dihydropyrido[2,3-d]pyrimidine-6-carbonitrile OC1=C(C(N(C=2N=C(N=CC21)NC2=C(C=CC=C2)OC)C2=CC=CC=C2)=O)C#N